C(C)OC1=C(C=CC(=N1)C(CS(=O)(=O)C)N1C(NC2=C1C=CC=C2CC2=C(C=CC=C2)F)=O)OC 1-(1-(6-ethoxy-5-methoxypyridin-2-yl)-2-(methylsulfonyl)ethyl)-4-(2-fluorobenzyl)-1H-benzo[d]imidazol-2(3H)-one